C(#N)C1C(CCCC1)C#N 1,2-dicyanocyclohexane